C(C)N(CCC[Si](C1=CC=C(C=C)C=C1)(C)C)CC 4-[(3-diethylaminopropyl)dimethylsilyl]styrene